3-[3-[(6-chloropyrid-3-yl)methyl]-2-nitroiminoimidazolin-1-yl]propionic acid ClC1=CC=C(C=N1)CN1C(N(CC1)CCC(=O)O)=N[N+](=O)[O-]